(1,3,4-thiadiazol-2-yl)phenol S1C(=NN=C1)C1=C(C=CC=C1)O